OC1=C(C=C(C=C1C)C1(CC(C2=C(C(=C(C=C12)C)O)C)(C)C)C)C 1-(4-hydroxy-3,5-dimethylphenyl)-1,3,3,4,6-pentamethyl-2,3-dihydro-1H-indene-5-ol